4-(4-(6-aminospiro[3.3]hept-2-yl)-3-oxobutyl)benzamide hydrochloride Cl.NC1CC2(CC(C2)CC(CCC2=CC=C(C(=O)N)C=C2)=O)C1